3-ethyl-4-methyl-1H-1,2,4-triazol-5(4H)-one C(C)C1=NNC(N1C)=O